C(C)(C)(C)OOC1(C(CC(C=C1)(C)OOC(C)(C)C)=O)C 2,5-bis(tert-butylperoxy)-2,5-dimethyl-3-cyclohexenone